(2S,3R,4R,5S)-2-(hydroxymethyl)-1-(((1s,4S)-4-vinylcyclohexyl)methyl)piperidine-3,4,5-triol OC[C@@H]1N(C[C@@H]([C@H]([C@@H]1O)O)O)CC1CCC(CC1)C=C